FC(C(=O)O)(F)F.ClC=1C=C2CCN([C@H](C2=C(C1)Cl)C)C(=O)C1OCCCNC1 ((S)-6,8-dichloro-1-methyl-3,4-dihydroisoquinolin-2(1H)-yl)(1,4-oxazepan-2-yl)methanone trifluoroacetic acid salt